1-eicosyl-beta-D-glucose C(CCCCCCCCCCCCCCCCCCC)[C@]1(O)[C@H](O)[C@@H](O)[C@H](O)[C@H](O1)CO